C12C(CC(C=C1)C2)N Bicyclo[2.2.1]heptane-5-en-2-amine